FC(C=1C=C(C=CC1)C1=NC(=NO1)[C@@H]1CC12CCN(CC2)S(=O)(=O)N)(F)F (1R)-1-{5-[3-(Trifluoromethyl)phenyl]-1,2,4-oxadiazol-3-yl}-6-azaspiro[2.5]octan-6-sulfonamid